C(C)OC1=NN(C=C1NC1=NC=C(C(=N1)C1=CNC2=C(C=CC=C12)NC([C@H](COC)N1CCN(CC1)C)=O)C)C (2S)-N-(3-{2-[(3-ethoxy-1-methyl-1H-pyrazol-4-yl)amino]-5-methylpyrimidin-4-yl}-1H-indol-7-yl)-3-methoxy-2-(4-methylpiperazin-1-yl)propanamide